C(CCCCCC)C=1C(=NC=CC1C1=CC=NC=C1)CCCCCCC diheptyl-[4,4'-bipyridine]